4-((4-((2S,6S)-4-ethyl-6-methyl-5-oxomorpholin-2-yl)piperidin-1-yl)methyl)benzonitrile C(C)N1C[C@@H](O[C@H](C1=O)C)C1CCN(CC1)CC1=CC=C(C#N)C=C1